CC=1C(=NC(=NC1)SC)C=1C=NN(C1)CCC#N 3-(4-(5-methyl-2-(methylthio)pyrimidin-4-yl)-1H-pyrazol-1-yl)propanenitrile